N1CC(C1)N1C2=NC(=NC=C2N=C1NC1=CC(=CC(=C1)C(F)(F)F)Cl)NC(C)(C)C 9-(azetidin-3-yl)-N2-tert-butyl-N8-(3-chloro-5-(trifluoromethyl)phenyl)-9H-purine-2,8-diamine